FC(N1C=2C=3C=C[N+](=C(CCCCC(C(NC2C=N1)=O)C)C3)O)F 3-(difluoromethyl)-9-methyl-8-oxo-3,4,7,15-tetraazatricyclo[12.3.1.02,6]Octadecan-1(18),2(6),4,14,16-pentaen-15-ium-15-ol